N-methyl-N-phenyl-nitrosamide CN(N=O)C1=CC=CC=C1